OCCOCCOCCOCCOCCNC1=CC=CC=2N=NN(C(C21)=O)C2C(NC(CC2)=O)=O 3-(5-((14-hydroxy-3,6,9,12-tetraoxatetradecyl)amino)-4-oxobenzo[d][1,2,3]triazin-3(4H)-yl)piperidine-2,6-dione